N-((4-chloro-2-(morpholinomethyl)-1-(phenylsulfonyl)-1H-pyrrolo[2,3-b]pyridin-5-yl)methyl)-2,6-difluoro-3,5-dimethoxyaniline ClC1=C2C(=NC=C1CNC1=C(C(=CC(=C1F)OC)OC)F)N(C(=C2)CN2CCOCC2)S(=O)(=O)C2=CC=CC=C2